C(C)OC=1N(C=2C(=NC=CC2)N1)C(=O)NCCC(C)C Ethoxy-N-iso-pentyl-1H-imidazo[4,5-b]pyridine-1-carboxamide